C(C=C)(=O)N1C[C@@H](N(C[C@H]1C)C1=CC=C(C=C1)C=1C=2N(C=C(C1)C=1C=NN(C1)C)N=CC2C#N)C 4-(4-((2S,5R)-4-propenoyl-2,5-dimethylpiperazin-1-yl)phenyl)-6-(1-methyl-1H-pyrazol-4-yl)pyrazolo[1,5-a]pyridine-3-carbonitrile